Rac-((3aR,6aR)-5-((2-methyl-6-(trifluoromethyl)pyridin-3-yl)sulfonyl)hexahydropyrrolo[3,4-c]pyrrol-2(1H)-yl)(1-methyl-2-oxabicyclo[3.1.1]heptan-5-yl)methanone CC1=NC(=CC=C1S(=O)(=O)N1C[C@@H]2[C@@H](C1)CN(C2)C(=O)C21CCOC(C2)(C1)C)C(F)(F)F |r|